NC1=CC(=C2C(N(CCCCC[C@@](C3=NN=C(C1=N2)O3)(C(F)(F)F)O)CC3=NC(=CC=C3)C(C)(C)C)=O)C(F)(F)F (6R)-17-amino-12-[(6-tert-butyl-2-pyridyl)methyl]-6-hydroxy-6,15-bis(trifluoromethyl)-19-oxa-3,4,12,18-tetrazatricyclo[12.3.1.12,5]nonadeca-1(18),2,4,14,16-pentaen-13-one